(3R)-3-amino-7-(5-tert-butyl-1,3,4-oxadiazol-2-yl)-5-[[4-[2-methyl-5-(trifluoromethyl)pyrazol-3-yl]phenyl]methyl]-1,1-dioxo-2,3-dihydro-1λ6,5-benzothiazepine-4-One N[C@H]1CS(C2=C(N(C1=O)CC1=CC=C(C=C1)C=1N(N=C(C1)C(F)(F)F)C)C=C(C=C2)C=2OC(=NN2)C(C)(C)C)(=O)=O